imidazo[1,5-a]Pyridine-7-carbonitrile C=1N=CN2C1C=C(C=C2)C#N